C(C)N1N=CC(=C1)NC=1N=C(C2=C(N1)NC=C2)O[C@@H]2C[C@@H](N(C2)C(C=C)=O)C 1-((2S,4R)-4-((2-((1-ethyl-1H-pyrazol-4-yl)amino)-7H-pyrrolo[2,3-d]pyrimidin-4-yl)oxy)-2-methyltetrahydropyrrole-1-yl)-prop-2-en-1-one